FC=1C=C(CC2=C3N(C=C(N2)C2=CC=CC=C2)C(C(=N3)CC=3OC=CC3)=O)C=CC1 8-(3-Fluorobenzyl)-2-(furan-2-ylmethyl)-6-phenylimidazo[1,2-a]pyrazin-3(7H)-one